2-amino-1-methyl-6-phenylimidazo[4,5-b]-pyridine NC=1N(C=2C(=NC=C(C2)C2=CC=CC=C2)N1)C